(3R)-3-amino-8-(5-tert-butyl-3-pyridyl)-1-[(4-chlorophenyl)methyl]-5,5,7-trifluoro-3,4-dihydro-1-benzazepin-2-one N[C@H]1C(N(C2=C(C(C1)(F)F)C=C(C(=C2)C=2C=NC=C(C2)C(C)(C)C)F)CC2=CC=C(C=C2)Cl)=O